l-3,4-dihydroxy-phenylalanine OC=1C=C(C[C@H](N)C(=O)O)C=CC1O